COC1(OOC12C1CC3CC(CC2C3)C1)C1=CC(=CC=C1)P(=O)=O 4-methoxy-4-(3-phosphophenyl)spiro[1,2-dioxetane-3,2'-adamantane]